(7R,14R)-1-(difluoromethoxy)-6-(methyl-d3)-11-(prop-1-yn-1-yl)-6,7-dihydro-7,14-methanobenzo[f]benzo[4,5]imidazo[1,2-a][1,4]diazocin-5(14H)-one FC(OC1=CC=CC=2C(N([C@H]3C=4N([C@@H](C21)C3)C3=C(N4)C=CC(=C3)C#CC)C([2H])([2H])[2H])=O)F